(S)-2-ethynylmorpholine-4-carboxylic acid methyl ester COC(=O)N1C[C@@H](OCC1)C#C